FC1(CCN(CC1)C(=O)C=1C=C2C(=NC1)N(C=C2)C=2C=NC=C(C=O)C2)F 5-(5-(4,4-difluoropiperidin-1-carbonyl)-1H-pyrrolo[2,3-B]pyridin-1-yl)nicotinaldehyde